Francium anthracenetrisulfonic acid C1(=C(C(=CC2=CC3=CC=CC=C3C=C12)S(=O)(=O)O)S(=O)(=O)O)S(=O)(=O)O.[Fr]